FC1=C(C=C(C(=C1)OC1=CC=NC2=CC(=C(C=C12)OC)OCCCNC)F)NC(=O)C=1C=NC=CC1OC N-(2,5-difluoro-4-((6-methoxy-7-(3-(methylamino)propoxy)quinolin-4-yl)oxy)phenyl)-4-methoxypyridine-3-carboxamide